CN1N=C(C=2N=C(N=CC21)NC=2C(=CC=1N(C2)N=CN1)C)C1C(COCC1)C 1-methyl-N-(7-methyl-[1,2,4]triazolo[1,5-a]pyridin-6-yl)-3-(3-methyltetrahydro-2H-pyran-4-yl)-1H-pyrazolo[4,3-d]pyrimidin-5-amine